FC1=C(C(=O)N(C)C)C(=CC(=C1)N1CCN(CC1)C1CC2(CN(C2)C(C(C(F)(F)F)(C2=CC=CC=C2)O)=O)C1)F 2,6-difluoro-N,N-dimethyl-4-(4-(2-(3,3,3-trifluoro-2-hydroxy-2-phenylpropanoyl)-2-azaspiro[3.3]heptan-6-yl)piperazin-1-yl)benzamide